5-{N-[4-[3-(trifluoromethyl)-diazirin-3-yl]benzoyl]-3-aminoallyl}-deoxyuridine triphosphate P(O)(=O)(OP(=O)(O)OP(=O)(O)O)OC[C@@H]1[C@H](C[C@@H](O1)N1C(=O)NC(=O)C(=C1)CC=CNC(C1=CC=C(C=C1)C1(N=N1)C(F)(F)F)=O)O